tert-butyl (2R,3S,4S)-4-[(tert-butoxycarbonyl)oxy]-2-[(4-ethynylphenyl)methyl]-3-[(4-nitrophenoxycarbonyl)oxy]pyrrolidine-1-carboxylate C(C)(C)(C)OC(=O)O[C@@H]1[C@H]([C@H](N(C1)C(=O)OC(C)(C)C)CC1=CC=C(C=C1)C#C)OC(=O)OC1=CC=C(C=C1)[N+](=O)[O-]